COC1=CC=C(C=C1)CN1C(C2(NC1=O)CCC1(OCCO1)CC2)=O 2-[(4-methoxyphenyl)-methyl]-9,12-dioxa-2,4-diazadispiro[4.2.4^8.2^5]tetradecane-1,3-dione